C(C)N1N=C2N=C(C=NC2=C1)N[C@@H](C)C=1C=C(C=CC1C)NC(CC1=NC=C(C=C1)C(C)C)=O (S)-N-(3-(1-((2-ethyl-2H-pyrazolo[3,4-b]pyrazin-6-yl)amino)ethyl)-4-methylphenyl)-2-(5-isopropylpyridin-2-yl)acetamide